3-ethyl-piperazine C(C)C1CNCCN1